OC1=CC=C(C=C1)N1C=CC2=C1N=CNC2=O 7-(4-hydroxyphenyl)-3,7-dihydro-4H-pyrrolo[2,3-d]pyrimidin-4-one